6-imidazol-1-yl-3-(2-trimethylsilyl-ethoxymethyl)benzimidazole-4-carboxylic acid N1(C=NC=C1)C=1C=C(C2=C(N=CN2COCC[Si](C)(C)C)C1)C(=O)O